(2R,3S,4R,5R)-5-(6-amino-2-fluoro-9H-purin-9-yl)-2-(hydroxymethyl)-2-methyltetrahydrofuran-3,4-diol NC1=C2N=CN(C2=NC(=N1)F)[C@H]1[C@@H]([C@@H]([C@@](O1)(C)CO)O)O